COC1=CC=CC(=N1)CN1C(C(=CC(=C1)C(=O)N[C@@H]1[C@H](C1)C)C(=O)NC)=O 1-((6-methoxypyridin-2-yl)methyl)-N3-methyl-N5-((1s,2s)-2-methylcyclopropyl)-2-oxo-1,2-dihydropyridine-3,5-dicarboxamide